(5RS)-2-(3,5-Dichlorobenzyl)-5-(pyrrolidin-1-ylcarbonyl)-5,6,7,8-tetrahydro[1,2,4]triazolo[4,3-a]pyridine-3(2H)-one ClC=1C=C(CN2N=C3N([C@H](CCC3)C(=O)N3CCCC3)C2=O)C=C(C1)Cl |r|